(S)-1-(4-((1-(5-(3,5-difluorophenyl)-4,5-dihydro-1H-pyrazole-1-carbonyl)azetidin-3-yl)oxy)-5-fluoropyridin-2-yl)-3,5-dimethyl-1H-pyrazole-4-carboxamide FC=1C=C(C=C(C1)F)[C@@H]1CC=NN1C(=O)N1CC(C1)OC1=CC(=NC=C1F)N1N=C(C(=C1C)C(=O)N)C